O[C@@H](CNC(OC(C)(C)C)=O)C1=CC=NC=C1 |r| rac-tert-Butyl [2-hydroxy-2-(pyridin-4-yl)ethyl]carbamate